N-Phthaloyl-aza-phenylalanine C(C=1C(C(=O)O)=CC=CC1)(=O)NN(CC1=CC=CC=C1)C(=O)O